O=C1NC(CCC1N1C(C2=CC(=C(C=C2C1=O)N1CCN(CC1)CCCCC(=O)O)F)=O)=O 5-(4-(2-(2,6-Dioxopiperidin-3-yl)-6-fluoro-1,3-dioxoisoindolin-5-yl)piperazin-1-yl)pentanoic acid